C1(=CC=CC=C1)C(C#N)=CCCCCCCC 2-phenyldec-2-enenitrile